palladium(II) nitrite dihydrate O.O.N(=O)[O-].[Pd+2].N(=O)[O-]